FC1=C(C(=CC=2C[C@@H]([C@H](CC12)NCCC(C)C)O)O)N1CC(NS1(=O)=O)=O 5-{(6S,7S)-1-fluoro-3,6-dihydroxy-7-[(3-methylbutyl)amino]-5,6,7,8-tetrahydronaphthalen-2-yl}-1λ6,2,5-thiadiazolidine-1,1,3-trione